ClC1=CC(=C(O[C@@H]2C[C@@H](N(CC2)C=2C(=NC(=CC2)C2=C(C=CC=C2)OCC)C(=O)N[C@H]2CN(CC2)C)C)C=C1)C#N 3-[cis-4-(4-chloro-2-cyanophenoxy)-2-methylpiperidin-1-yl]-6-(2-ethoxyphenyl)-N-[(3R)-1-methylpyrrolidin-3-yl]pyridine-2-carboxamide